ClC1=C(C=C2C(=C(N(C2=C1F)C)C=1NC(=NN1)C(=O)N1CCN(CC1)C)N1C=NC=C1)OC (5-(6-chloro-7-fluoro-3-(1H-imidazol-1-yl)-5-methoxy-1-methyl-1H-indol-2-yl)-4H-1,2,4-triazol-3-yl)(4-methylpiperazin-1-yl)methanone